C(CCCCCC)C(C(C(C(=O)O)(CCCCCCC)CCCCCCC)(O)C(=O)O)C(=O)O.C(C)OCC ethyl ether tri-heptyl-citrate